CC1(CCN(CC1)C(=O)C1CCC(CC1)OC1=C(C=C(C=C1)[C@@H]1C(NC(CC1)=O)=O)C)C(=O)O |r| 4-METHYL-1-[(1R,4R)-4-{4-[(3RS)-2,6-DIOXOPIPERIDIN-3-YL]-2-METHYLPHENOXY}CYCLOHEXANECARBONYL]PIPERIDINE-4-CARBOXYLIC ACID